NC1=NC=CC=C1C1=NC=2C(=NC(=CC2)N2CCOCC2)N1C1=CC=C(CN2CCN(CC2)C(=O)C=2C=CC(=C(C=O)C2)O)C=C1 5-(4-(4-(2-(2-aminopyridin-3-yl)-5-morpholino-3H-imidazo[4,5-b]pyridin-3-yl)benzyl)piperazine-1-carbonyl)-2-hydroxybenzaldehyde